(rac)-13-Methyl-1-[3-(naphthalen-1-yloxy)propyl]-4,5,7,8-tetrahydro-10,14-(metheno)[1,4,7]dioxazacyclotetradecino[9,8,7-hi]indole-2-carboxylic acid CC1=C2C=3C=CC=C4C(=C(N(C34)CCOCCOC(C=C1)=C2)C(=O)O)CCCOC2=CC=CC1=CC=CC=C21